BrC1=NC=C(C=C1COCC1=NC(=CC=C1)Cl)OC 2-bromo-3-[(6-chloro-2-pyridyl)methoxymethyl]-5-methoxy-pyridine